(S)-1-(2-fluoro-3-(1,1,1-trifluoro-2,3-dihydroxypropan-2-yl)phenyl)ethan-1-one FC1=C(C=CC=C1[C@@](C(F)(F)F)(CO)O)C(C)=O